3-Methyl-7-((1r,4r)-4-(5-methylisothiazol-4-yl)cyclohexyl)-5-((3-(trifluoromethyl)pyridin-2-yl)methyl)pyrido[2,3-b]pyrazin-6(5H)-one CC1=CN=C2C(=N1)N(C(C(=C2)C2CCC(CC2)C=2C=NSC2C)=O)CC2=NC=CC=C2C(F)(F)F